CN1C2=CC=CC=C2CC12CCNCC2 1-methyl-spiro[indoline-2,4'-piperidine]